CC(C(C#N)=C)C 3-methyl-2-methylenebutanenitrile